ClC=1C(=NC(=NC1)NC=1C(=CC(=C(C1)NC(C=C)=O)N1CCC(CC1)N1CCN(CC1)C)OC)NC=1C=CC=C2CCCN(C12)S(=O)(=O)C N-(5-((5-chloro-4-((1-(methylsulfonyl)-1,2,3,4-tetrahydroquinolin-8-yl)amino)pyrimidin-2-yl)amino)-4-methoxy-2-(4-(4-methylpiperazin-1-yl)piperidin-1-yl)phenyl)acrylamide